1-{6-[(2-Fluorophenyl)methyl]-3,3-dimethyl-1H,2H,3H-pyrrolo[3,2-b]pyridin-1-yl}-2-[(2R,5R)-5-methyl-2-(morpholin-4-ylmethyl)piperazin-1-yl]ethan-1-one dihydrochloride Cl.Cl.FC1=C(C=CC=C1)CC=1C=C2C(=NC1)C(CN2C(CN2[C@H](CN[C@@H](C2)C)CN2CCOCC2)=O)(C)C